FC(C(=O)O)(F)F.FC(C(=O)O)(F)F.NC1=CC=C(C(=N1)C)CNC([C@H](C)NC(=O)[C@@H]1NC[C@H](C1)CC1=CC=CC2=CC=CC=C12)=O (2R,4S)-N-((S)-1-(((6-Amino-2-methylpyridin-3-yl)methyl)amino)-1-oxopropan-2-yl)-4-(naphthalen-1-ylmethyl)pyrrolidine-2-carboxamide Di-trifluoroacetate salt